I.SCCN mercaptoethylamine hydriodide